tert-Butyl (2R,4R)-4-hydroxy-2-methylpyrrolidine-1-carboxylate O[C@@H]1C[C@H](N(C1)C(=O)OC(C)(C)C)C